tert-Butyl N-[(2Z)-2-amino-2-hydroxyimino-ethyl]carbamate N\C(\CNC(OC(C)(C)C)=O)=N/O